2-[(7-amino-2-butyl-4-isopropoxy-imidazo[4,5-d]pyridazin-3-yl)methyl]-2-methyl-propane-1,3-diol hydrochloride Cl.NC=1N=NC(=C2C1N=C(N2CC(CO)(CO)C)CCCC)OC(C)C